(1r,2S,5S)-3-((S)-2-amino-3,3-dimethylbutyryl)-6,6-dimethyl-3-azabicyclo[3.1.0]hexane-2-carboxylate N[C@H](C(=O)N1[C@@H]([C@H]2C([C@H]2C1)(C)C)C(=O)[O-])C(C)(C)C